C(C)(C)(C)OC(=O)N1CCC(CC1)C1=CC=CC(=N1)OCC1=C(C=C(C(=O)O)C=C1)OC 4-(((6-(1-(tert-butoxycarbonyl)piperidin-4-yl)-pyridin-2-yl)oxy)methyl)-3-methoxybenzoic acid